1-[bis(2-ethylhexyl)aminomethyl]tolyltriazole C(C)C(CN(CC(CCCC)CC)CC1(C(C=CC=C1)C=1N=NNC1)C)CCCC